Dicarben-1-ol C(=C)O